C(C1=CC=CC=C1)OC1CNCCC1 3-benzyloxy-piperidine